N-(5-cyclopropyl-1-methyl-1H-pyrazol-4-yl)-5-iodopyrimidin-2-amine C1(CC1)C1=C(C=NN1C)NC1=NC=C(C=N1)I